C(C1=CC=CC=C1)OC(CCN1C(C2=CC=CC=C2C1=O)=O)C 2-(3-(benzyloxy)butyl)isoindoline-1,3-dione